6-[3-(2-fluoro-5-methyl-anilino)-7,8-dihydro-5H-1,6-naphthyridin-6-yl]-5-methyl-pyridine-3-carbonitrile FC1=C(NC=2C=NC=3CCN(CC3C2)C2=C(C=C(C=N2)C#N)C)C=C(C=C1)C